2-(4H-chromone-3-ylmethylene)-6-hydroxybenzofuran-3(2H)-one O1C=C(C(C2=CC=CC=C12)=O)C=C1OC2=C(C1=O)C=CC(=C2)O